O=C1NC(CCC1C=1C=CC(=NC1)N1CC2(C1)CN(CC2)C(=O)OC(C)(C)C)=O tert-butyl 2-[5-(2,6-dioxopiperidin-3-yl)pyridin-2-yl]-2,6-diazaspiro[3.4]octane-6-carboxylate